N[C@H](CN1C[C@@H]([C@H](C1)O)O)C (3S,4S)-1-[(2S)-2-aminopropyl]pyrrolidine-3,4-diol